1-(2,6-diisopropylphenyl)-2-phenyl-1H-imidazole C(C)(C)C1=C(C(=CC=C1)C(C)C)N1C(=NC=C1)C1=CC=CC=C1